3-[4-(7H-pyrrolo[2,3-d]pyrimidin-4-yloxy)bicyclo[2.2.2]oct-1-yl]-1-[3-(trifluoromethyl)phenyl]-2,4-imidazolidinedione N1=CN=C(C2=C1NC=C2)OC21CCC(CC2)(CC1)N1C(N(CC1=O)C1=CC(=CC=C1)C(F)(F)F)=O